CC1=C(OC(C(=O)O)(C)C)C(=CC(=C1)CCC(=O)C1=CC=C(C=C1)SC)C 2-(2,6-dimethyl-4-{3-[4-(methylsulfanyl)phenyl]-3-oxoprop-1-yl}phenoxy)-2-methylpropanoic acid